6-((6-fluoropyridin-2-yl)amino)-N-methoxy-4-((2-(N-methyl-methanesulfonamido)-3-(trifluoromethyl)phenyl)amino)nicotinamide FC1=CC=CC(=N1)NC1=NC=C(C(=O)NOC)C(=C1)NC1=C(C(=CC=C1)C(F)(F)F)N(S(=O)(=O)C)C